CC1=NN2C(=NC(=CC2=N1)NC(=O)C1CC1)C=1OC(=CC1)C(C)C N-[2-methyl-5-(5-propan-2-ylfuran-2-yl)-[1,2,4]triazolo[1,5-c]pyrimidin-7-yl]cyclopropanecarboxamide